methyl-(1,2,5-trimethyl-1H-indol-3-yl) propionate C(CC)(=O)OC1=C(N(C2=CC=C(C(=C12)C)C)C)C